dimethylbis(1,1-dimethyl-propynyloxy)silane C[Si](OC(C#C)(C)C)(OC(C#C)(C)C)C